2-[(3R,9aS)-3-(3-Chloro-4-fluorophenyl)-3,4,6,7,9,9a-hexahydro-1H-pyrazino[2,1-c][1,4]oxazin-8-carbonyl]-6-methylbenzonitril ClC=1C=C(C=CC1F)[C@@H]1CN2[C@H](CO1)CN(CC2)C(=O)C2=C(C#N)C(=CC=C2)C